F[C@H]1[C@@H]2CC[C@H](C[C@H]1N1C=CC3=C1N=NC(=C3)C3=CC1=C(N=C(S1)C)C=C3O)N2 6-{7-[(1s,2s,3r,5r)-2-fluoro-8-azabicyclo[3.2.1]oct-3-yl]-7H-pyrrolo[2,3-c]pyridazin-3-yl}-2-methyl-1,3-benzothiazol-5-ol